octyl 4-((S)-tetrahydrofuran-3-yl) 2-methyl-3-methylenesuccinate CC(C(=O)OCCCCCCCC)C(C(=O)O[C@@H]1COCC1)=C